ClC=1N=C(C2=C(N1)C=CO2)Cl 2,4-dichlorofuro[3,2-D]pyrimidine